3,9-bis{2,4-bis(1-methyl-1-phenylethyl)phenoxy}-2,4,8,10-tetraoxa-3,9-diphosphaspiro[5.5]undecane CC(C)(C1=CC=CC=C1)C1=C(OP2OCC3(CO2)COP(OC3)OC3=C(C=C(C=C3)C(C)(C)C3=CC=CC=C3)C(C)(C)C3=CC=CC=C3)C=CC(=C1)C(C)(C)C1=CC=CC=C1